1-(3-(6-(3-fluorophenyl)-2-methyl-2H-indazol-3-yl)piperidin-1-yl)prop-2-en-1-one FC=1C=C(C=CC1)C=1C=CC2=C(N(N=C2C1)C)C1CN(CCC1)C(C=C)=O